C(C)(C)(C)OC(=O)NCCCCC(C)N1C(=NC2=C1C(=CC=C2)C=2C=[N+](C=CC2)[O-])NC(C2=CC(=CC=C2)C(=O)OC(C)(C)C)=O 3-(1-(6-((tert-butoxycarbonyl)amino)hexan-2-yl)-2-(3-(tert-butoxycarbonyl)benzamido)-1H-benzo[d]imidazol-7-yl)pyridine 1-oxide